3-(1-methylcyclopropyl)-1,2,4-oxadiazole-5-carboxamide hydrochloride Cl.CC1(CC1)C1=NOC(=N1)C(=O)N